C(C)(=O)N1\C(\C(C2=CC=CC=C12)=O)=C/C1=NC2=CC=C(C=C2C(=C1)C=1C=C(C(=O)O)C=CC1)C(=O)N1CCOCC1 (Z)-3-(2-((1-acetyl-3-oxoindolin-2-ylidene)methyl)-6-(morpholine-4-carbonyl)quinolin-4-yl)benzoic acid